OC(C(C=CC(C(C=O)=O)C)C(C(=O)[O-])/C(=C/I)/C)(C(C(C(CC=O)O)=O)=O)C 7,10-dihydroxy-2-((E)-1-iodoprop-1-en-2-yl)-3,7-dimethyl-12-oxooxooxooxooxododec-4-en-6-ylacetate